ClC=1C=C(C(=O)NC(C)C=2N(N=C(N2)S(=O)(=O)C)C2=NC=C(C=C2)Cl)C=C(C1)S(=O)(=O)C 3-chloro-N-[1-[2-(5-chloro-2-pyridinyl)-5-methylsulfonyl-1,2,4-triazol-3-yl]ethyl]-5-methylsulfonyl-benzamide